6,7-dimethoxy-2-methyl-N-{(1R)-1-[2'-(methylsulfonyl)-biphenyl-3-yl]-ethyl}quinazolin-4-amine COC=1C=C2C(=NC(=NC2=CC1OC)C)N[C@H](C)C=1C=C(C=CC1)C1=C(C=CC=C1)S(=O)(=O)C